N[C@H](C=1N=C2N(N=CC(=N2)C2N(CCOC2)C(=O)C23CC(C2)(C3)F)C1)C1CCC(CC1)(F)F (3-{6-[(S)-Amino(4,4-difluorocyclohexyl)methyl]imidazo[1,2-b][1,2,4]triazin-3-yl}-morpholin-4-yl)(3-fluorobicyclo[1.1.1]pentan-1-yl)methanone